N-allyl-2-chloro-N-(2-chlorophenyl)-5-(indoline-1-carbonyl)benzenesulfonamide C(C=C)N(S(=O)(=O)C1=C(C=CC(=C1)C(=O)N1CCC2=CC=CC=C12)Cl)C1=C(C=CC=C1)Cl